4-(tert-butyl)-3-(4-methoxybutoxy)aniline C(C)(C)(C)C1=C(C=C(N)C=C1)OCCCCOC